CC([C@@H](C(=O)N1[C@@H]([C@H]2C([C@H]2C1)(C)C)C(=O)NC1(CCC2=C1C=NC=C2)C(=O)N)NC(C(F)(F)F)=O)(C)C 7-[[(1R,2S,5S)-3-[(2S)-3,3-dimethyl-2-[(2,2,2-trifluoroacetyl)amino]butanoyl]-6,6-dimethyl-3-azabicyclo[3.1.0]hexane-2-carbonyl]amino]-5,6-dihydrocyclopenta[c]pyridine-7-carboxamide